CC1CCC(N(C1)C(C(=O)NC=1C=C(C=NC1)C(=O)N)=O)C=1C=C2C(=NC1)NN=C2 5-[[2-[5-methyl-2-(1H-pyrazolo[3,4-b]pyridin-5-yl)-1-piperidyl]-2-oxo-acetyl]amino]pyridine-3-carboxamide